2,3,5,6-tetrafluoro-4-(trifluoromethyl)phenylacetonitrile FC1=C(C(=C(C(=C1F)C(F)(F)F)F)F)CC#N